C(=O)(O)CCCCCCCCC1C(C(C(C(C1O)O)CCCCC)CCCCC)CC(C(CCCCCCCC(=O)O)O)O 11-[2-(8-carboxyoctyl)-3,4-dihydroxy-5,6-dipentylcyclohexyl]-9,10-dihydroxyundecanoic acid